Cl.NC1=CC=C(/C=C/C2=CC=C(C=C2)O)C=C1 (E)-4-(4-aminostyryl)phenol HCl salt